[Na].C(=C)C1=C(N2C(CC2SC1)=O)C(=O)O vinyl-8-oxo-5-thia-1-azabicyclo[4.2.0]oct-2-ene-2-carboxylic acid sodium